ClC1=C(C=CC(=C1)C(F)(F)F)NC(CN1C=2N(C(C(=C1C1CC1)N1CCNCC1)=O)N=C(N2)C=2C=CC1=C(CCO1)C2)=O N-(2-Chloro-4-(trifluoromethyl)phenyl)-2-(5-cyclopropyl-2-(2,3-dihydrobenzofuran-5-yl)-7-oxo-6-(piperazin-1-yl)-[1,2,4]triazolo[1,5-a]pyrimidin-4(7H)-yl)acetamide